N-(2,2,2-trifluoro-1-(4-fluorophenyl)ethyl)pyrazolo[1,5-a]pyrimidine-6-sulfonamide FC(C(C1=CC=C(C=C1)F)NS(=O)(=O)C=1C=NC=2N(C1)N=CC2)(F)F